ClC1=CC=C(C=C1)/C=C/C=1C=C(N)C=CC1OC 3-[(E)-2-(4-chlorophenyl)vinyl]-4-methoxyaniline